C(C)(C)(C)OC(NCC(NC1=C(SC(=C1)S(N(CC)CC)(=O)=O)C)=O)=O tert-Butyl-N-[({5-(diethylsulfamoyl)-2-methylthiophen-3-yl}carbamoyl)methyl]carbamate